C(C)C1(C(=NC2=C(C=C(C=C12)C1=NCN(C=C1F)C1=NC=C(C=C1)N1CCNCC1)F)C)CC 4-(3,3-diethyl-7-fluoro-2-methyl-3H-indol-5-yl)-5-fluoro-N-(5-(piperazin-1-yl)pyridin-2-yl)pyrimidine